ClC1=C(C=2N=C(N=C(C2C=N1)N1CCO[C@H]2C[C@@H]12)OC([2H])([2H])[C@]12CCCN2C[C@@H](C1)F)F (1S,6R)-5-(7-chloro-8-fluoro-2-(((2R,7aS)-2-fluorotetrahydro-1H-pyrrolizin-7a(5H)-yl)methoxy-d2)pyrido[4,3-d]pyrimidin-4-yl)-2-oxa-5-azabicyclo[4.1.0]heptane